CCCCNC(=O)C(CC1=CC=CC=C1)N 2-amino-N-butyl-3-phenylpropanamide